O1C(CCCC1)N1N=CC(=C1)C1=CC=C(C=C1)N1CCC(CC1)C=O (1-(4-(1-(tetrahydro-2H-pyran-2-yl)-1H-pyrazol-4-yl)phenyl)piperidin-4-yl)methanone